CN(CCN(CCOC(OC(CCCC(=O)OCC(CCCCC)CCCCC)CCCCCC)=O)CCOC(OC(CCCC(=O)OCC(CCCCC)CCCCC)CCCCCC)=O)C Bis(2-pentylheptyl) 11-(2-(dimethylamino)ethyl)-5,17-dihexyl-7,15-dioxo-6,8,14,16-tetraoxa-11-azahenicosanedioate